O.O1CCCC1 tetrahydrofuran, Hydrate